N=1C(=CN2C1C=CC=C2)C=2C=C(C(=O)NC1[C@@H]3CN(C[C@H]13)NC(C1=C(N=CC=C1)OC1=CC=CC=C1)=O)C=CC2 3-(imidazo[1,2-a]pyridin-2-yl)-N-((1R,5S,6s)-3-(2-phenoxynicotinamido)-3-azaBicyclo[3.1.0]hex-6-yl)benzamide